5-amino-5-(isobutoxycarbonyl)-8-(4-(4-(methylsulfonyl)benzyl)piperazin-1-yl)octylboronic acid NC(CCCCB(O)O)(CCCN1CCN(CC1)CC1=CC=C(C=C1)S(=O)(=O)C)C(=O)OCC(C)C